CO[Si](OC)(OC)CC(C)(C(NCCC[Si](C)(OCC)OCC)NCCC[Si](OCC)(OCC)C)SC(C)(C[Si](OC)(OC)OC)C(NCCC[Si](C)(OCC)OCC)NCCC[Si](C)(OCC)OCC trimethoxysilylmethyl-bis(methyldiethoxysilylpropylamino)methylethyl sulfide